ClC1=CC=C2C(=N1)N=C(O2)N2CCN(CC2)C(=O)C=2C=C(C(=NC2)OCC2(COC2)C#N)C 3-(((5-(4-(5-chlorooxazolo[4,5-b]pyridin-2-yl)piperazin-1-carbonyl)-3-methylpyridin-2-yl)oxy)methyl)oxetane-3-carbonitrile